OCC(CCO)CCO 3-(hydroxymethyl)-1,5-pentanediol